N-{(1R)-1-[3-(difluoromethyl)-2-methylphenyl]ethyl}-2-methyl-6-(4-methylpiperazin-1-yl)pyrido[3,4-d]pyrimidin-4-amine FC(C=1C(=C(C=CC1)[C@@H](C)NC=1C2=C(N=C(N1)C)C=NC(=C2)N2CCN(CC2)C)C)F